1-(4-nitrophenyl)biguanide [N+](=O)([O-])C1=CC=C(C=C1)NC(=N)NC(=N)N